C(C=C)(=O)N1CC(C1)OC=1C=C2C(=NC=NC2=CC1OC)NC=1C=C(C=CC1OC)C1=CC=C(C=C1)C#N 3'-((6-((1-Acryloylazetidin-3-yl)oxy)-7-methoxyquinazolin-4-yl)amino)-4'-methoxy-[1,1'-Biphenyl]-4-carbonitrile